methyl-di-(1-heptyl)phosphine ethyl-(1,1-diethoxyethyl)(5-(1,3-dioxoisoindolin-2-yl)pentyl)phosphinate C(C)OP(=O)(CCCCCN1C(C2=CC=CC=C2C1=O)=O)C(C)(OCC)OCC.CP(CCCCCCC)CCCCCCC